NC1=NC(=CC=C1C=O)C 2-AMINO-6-METHYL-PYRIDINE-3-CARBALDEHYDE